methyl 3-((1-methylpyrrolidin-3-yl)oxy)-4-nitro-5-((((S)-oxetan-2-yl)methyl)amino)benzoate CN1CC(CC1)OC=1C=C(C(=O)OC)C=C(C1[N+](=O)[O-])NC[C@H]1OCC1